C(C)N1CC=2C(=NC=CC2C1=O)N[C@@H](C)C1=CC(=C(C=C1)C1=CC(=NC=C1)C(C(=O)N)(C)C)F 2-[4-[4-[(1S)-1-[(2-ethyl-1-oxo-3H-pyrrolo[3,4-c]pyridin-4-yl)amino]ethyl]-2-fluoro-phenyl]-2-pyridyl]-2-methyl-propanamide